ClC1=C(C=2N(C=C1)N=CC2)CC(=O)O (5-chloropyrazolo[1,5-a]pyridin-4-yl)acetic acid